(2R)-2-[(2-Amino-5-{[1-(3-carbamoylphenyl)ethyl]sulfanyl} [1,3]thiazolo[4,5-d]pyrimidin-7-yl)amino]-4-methylpentyldihydrogenphosphat NC=1SC2=C(N=C(N=C2N[C@@H](COP(=O)(O)O)CC(C)C)SC(C)C2=CC(=CC=C2)C(N)=O)N1